BrC=1C=C(C(=C(NC2CC2)C1)[N+](=O)[O-])F 5-bromo-N-cyclopropyl-3-fluoro-2-nitroaniline